ClC=1C(=C(C=CC1)C1=NN2C(CN(CC2)C(C=C)=O)=C1C1=C2C(=NC=C1)NC=C2C)F 1-[2-(3-chloro-2-fluorophenyl)-3-(3-methyl-1H-pyrrolo[2,3-b]pyridin-4-yl)-6,7-dihydropyrazolo[1,5-a]pyrazin-5(4H)-yl]prop-2-en-1-one